tert-butyl (S)-2-((5-(trimethylsilyl)pent-4-yn-2-yl)oxy)acetate C[Si](C#CC[C@H](C)OCC(=O)OC(C)(C)C)(C)C